2,2,2-trifluoro-N-methyl-ethanamine hydrochloride Cl.FC(CNC)(F)F